(±)-5-(2-ethoxy-3-pyridinyl)-1-ethyl-N-[tetrahydrofuran-3-yl]pyrazolo[4,3-b]pyridin-7-amine C(C)OC1=NC=CC=C1C1=CC(=C2C(=N1)C=NN2CC)N[C@H]2COCC2 |r|